ClC=1C=CC=2N(N1)C=NN2 6-chloro-[1,2,4]triazolo[4,3-b]pyridazine